3,7,8-Trihydroxy-2-(4-((methyl(3-(piperidin-1-yl)propyl)amino)methyl)phenyl)-4H-chromen-4-one dihydrochloride Cl.Cl.OC1=C(OC2=C(C(=CC=C2C1=O)O)O)C1=CC=C(C=C1)CN(CCCN1CCCCC1)C